(1S,3R,5R)-N-ethyl-3-methyl-7-oxo-1-({[(CIS)-4-phenylcyclohexyl]oxy}methyl)-9-oxa-2,6-diazaspiro[4.5]decane-2-carboxamide C(C)NC(=O)N1[C@@H]([C@@]2(C[C@H]1C)NC(COC2)=O)CO[C@@H]2CC[C@@H](CC2)C2=CC=CC=C2